pentadecyl-catechol C(CCCCCCCCCCCCCC)C1=C(C(O)=CC=C1)O